1H-pyrrolo[2,3-b]pyridine-2-carboxaldehyde N1C(=CC=2C1=NC=CC2)C=O